C(C(C)(C)C)(=O)OC(C(=O)OCCC(C)C)(C)C 3-methylbutyl α-pivaloyloxyisobutyrate